O1C(CC1)CN oxetan-2-ylmethanamine